3-Bromo-6-chloro-1-((2-(trimethylsilyl)ethoxy)methyl)-1H-pyrrolo[3,2-c]pyridine BrC1=CN(C2=C1C=NC(=C2)Cl)COCC[Si](C)(C)C